5-(3-acrylamido-5-(((4,6-dimethyl-2-oxo-1,2-dihydropyridin-3-yl)methyl)carbamoyl)-4-methylphenyl)pyridine C(C=C)(=O)NC=1C=C(C=C(C1C)C(NCC=1C(NC(=CC1C)C)=O)=O)C=1C=CC=NC1